N-(2,6-dioxo-3-piperidyl)-2,2-dimethyl-cyclopropanecarboxamide O=C1NC(CCC1NC(=O)C1C(C1)(C)C)=O